CC1=C(C=C(C(=C1)C)CCN[C@@H]([C@H]1CNC2=C(N1)N=CC=C2)C2=CC=CC=C2)CC(=O)O 2-(2,4-dimethyl-5-(2-(((R)-phenyl((R)-1,2,3,4-tetrahydropyrido[2,3-b]pyrazin-3-yl)methyl)amino)ethyl)phenyl)acetic acid